C(C)(C)(C)C1=CC=C(C=C1)C(C(Cl)Cl)=O p-tert-butyldichloroacetophenone